S1C=CC2=C1[C@@H](OCC2)CNC (S)-(4,5-dihydro-7H-thieno[2,3-c]pyran-7-yl)-N-methylmethanamine